O1COC2=C1C=CC(=C2)CNC(=O)C2N(CCN(C2)C=2C=1C(N=CN2)=NN(C1)C1=CC=C(C=C1)C)C N-(benzo[d][1,3]dioxol-5-ylmethyl)-1-methyl-4-(2-(p-tolyl)-2H-pyrazolo[3,4-d]pyrimidin-4-yl)piperazine-2-carboxamide